C[C@H]1CC[C@@H](NC1)C=1C=CC2=C(N=C(S2)C2CN(CC(C2)(C)C)C)C1 5-((2R,5S)-5-methylpiperidin-2-yl)-2-(1,5,5-trimethylpiperidin-3-yl)benzo[d]thiazole